N-(3-amino-2,4-difluorophenyl)-5-(3-(3-bromo-4,5-difluorophenyl)-2,2-dichloropropane-1-carboxamido)-2-chlorobenzamide NC=1C(=C(C=CC1F)NC(C1=C(C=CC(=C1)NC(=O)CC(CC1=CC(=C(C(=C1)F)F)Br)(Cl)Cl)Cl)=O)F